(R)-3-(((2,5-bis(trifluoromethyl)pyrazolo[1,5-a]pyrimidin-7-yl)amino)methyl)-3-phenylpyrrolidine-1-sulfonamide FC(C1=NN2C(N=C(C=C2NC[C@]2(CN(CC2)S(=O)(=O)N)C2=CC=CC=C2)C(F)(F)F)=C1)(F)F